1-(tert-butyl) 4-ethyl 4-(chloromethyl)piperidine-1,4-dicarboxylate ClCC1(CCN(CC1)C(=O)OC(C)(C)C)C(=O)OCC